Cl.N1CCC(CC1)C1=CC=C(C=C1)C1C(NC(CC1)=O)=O 3-(4-(piperidin-4-yl)phenyl)piperidine-2,6-dione hydrochloride